NC1=C(C=C(C(=O)NCC(C)([2H])O)C=C1)OC 4-amino-N-[2-hydroxy(2-2H)propyl]-3-methoxybenzamide